tert-butyl (S)-3-((2-chloro-9-(fluoromethyl)-9H-purin-6-yl)amino)pyrrolidine-1-carboxylate ClC1=NC(=C2N=CN(C2=N1)CF)N[C@@H]1CN(CC1)C(=O)OC(C)(C)C